NC1=NC2=CC=C(C=C2C=C1C)C(=O)N(N(C1=NC=CC=N1)C)CC1=NC=C(C=C1)C(C)O 2-amino-N-((5-(1-hydroxyethyl)pyridin-2-yl)methyl)-N',3-dimethyl-N'-(pyrimidin-2-yl)quinoline-6-carbohydrazide